C(C)(C)(C)OC(NCCC1=CC(=C(C=C1)OCCCI)I)=O (3-iodo-4-(3-iodopropoxy)phenethyl)carbamic acid tert-butyl ester